N-((1S)-1-(4-((1,1-Dimethyl-2,3-dihydro-1H-inden-2-yl)amino)phenyl)-2,2,2-trifluoroethyl)-N-methyl-3-(N-methylsulfamoyl)propanamide CC1(C(CC2=CC=CC=C12)NC1=CC=C(C=C1)[C@@H](C(F)(F)F)N(C(CCS(NC)(=O)=O)=O)C)C